C(C)(C)(C)OC(=O)N1CCC2(CC[C@H](C2=O)C)CC1 |r| rac-2-methyl-1-oxo-8-azaspiro[4.5]decane-8-carboxylic acid tert-butyl ester